ClC1=NC(=CC2=C1N=C(N=C2)NC2CCN(CC2)S(=O)(=O)C)C2CC2 8-chloro-6-cyclopropyl-N-(1-(methylsulfonyl)piperidin-4-yl)pyrido[3,4-d]pyrimidin-2-amine